O=C(C=CC1=CC=C(C(=O)O)C=C1)C1=CC=C(C=C1)C1=CC=CC=C1 4-[3-Oxo-3-(4-phenylphenyl)prop-1-enyl]benzoic Acid